2-(hydroxyimino)-N-(2-nitrophenyl)acetamide benzyl-(4-(methoxy(methyl)amino)-4-oxobutyl)carbamate C(C1=CC=CC=C1)N(C(O)=O)CCCC(=O)N(C)OC.ON=CC(=O)NC1=C(C=CC=C1)[N+](=O)[O-]